3-(cyclopropylmethyl)-16-fluoro-5,10-dimethyl-20-oxa-3,4,10,11,23-pentaazapentacyclo[19.3.1.02,6.08,12.013,18]pentacosa-1(24),2(6),4,8,11,13,15,17,21(25),22-decaen-22-amine C1(CC1)CN1C=2C3=CN=C(C(OCC4=CC(=CC=C4C4=NN(C=C4CC2C(=N1)C)C)F)=C3)N